[4-(difluoromethyl)-4,5,6,7-tetrahydropyrazolo[1,5-a]pyridin-2-yl]methanol FC(C1C=2N(CCC1)N=C(C2)CO)F